[Li].FN=S(F)F.FN=S(F)F bistrifluorosulfilimine lithium